tin-potassium [K].[Sn]